OC1(OC2=CC=CC=C2C=2C=CC3C(C12)O3)P(=O)=O 10-hydroxy-9,10-dihydro-9-oxa-10-phosphophenanthren oxide